ClC=1C=NC(=NC1)CC=1N(N=C(C1)C(F)F)C1=CC=C(C=C1)F 5-chloro-2-[[5-(difluoromethyl)-2-(4-fluorophenyl)pyrazol-3-yl]methyl]pyrimidine